C1(CC1)S(=O)(=O)NC=1SC=C(N1)C(C(=O)NC1=NC=C(C=C1)C1=NC(=CN=C1)OCCC)(C)C 2-(2-(cyclopropanesulfonylamino)thiazol-4-yl)-2-methyl-N-(5-(6-propoxypyrazin-2-yl)pyridin-2-yl)propionamide